Fluoro-6'-(5-(5-fluoropyridin-2-yl)-1,2,4-oxadiazol-3-yl)-2'-methyl-[3,4'-bipyridine]-5-carbonitrile FC1=NC=C(C=C1C1=CC(=NC(=C1)C1=NOC(=N1)C1=NC=C(C=C1)F)C)C#N